Oleoyl-Alanine C(CCCCCCC\C=C/CCCCCCCC)(=O)N[C@@H](C)C(=O)O